C1(=CC=CC=C1)C(C(O)C1=CC=CC=C1)O 1,2-diphenyl-ethane-1,2-diol